C(C)(C)(C)N(C(C(=C)C)=O)C(C)(C)C N,N-di-tert-butyl-methacrylamide